C1(CCCC1)C1(NC(C2=NC=NC2=N1)=O)N 2-cyclopentylguanine